ClC1=C(C=C(OCC(=O)NC23C[C@H](C(CC2)(CC3)NC(COC3=CC=C(C=C3)F)=O)O)C=C1)F 2-(4-chloro-3-fluorophenoxy)-N-{(3R)-4-[2-(4-fluorophenoxy)acetylamino]-3-hydroxybicyclo[2.2.2]octan-1-yl}acetamide